C(C)N(CC(=O)NC1=CC=C(C=C1)C#CC1=CC=CC=C1)C 2-(ethylmethylamino)-N-[4-(2-phenylethynyl)phenyl]acetamide